1-(5-((4-(2,3-dichlorophenyl)-3,6-dihydropyridin-1(2H)-yl)methyl)-1-oxoisoindolin-2-yl)dihydropyrimidine-2,4(1H,3H)-dione ClC1=C(C=CC=C1Cl)C=1CCN(CC1)CC=1C=C2CN(C(C2=CC1)=O)N1C(NC(CC1)=O)=O